6-chloro-7-[1-(2-methyloxetan-3-yl)piperidin-4-yl]quinazolin ClC=1C=C2C=NC=NC2=CC1C1CCN(CC1)C1C(OC1)C